N,N-dimethyl-4-(5-methyl-4-(4-phenoxybenzyl)oxazol-2-yl)benzamide CN(C(C1=CC=C(C=C1)C=1OC(=C(N1)CC1=CC=C(C=C1)OC1=CC=CC=C1)C)=O)C